OCC(CCC)(CCC)C1=NC(=NC2=CC=C(C=C12)C=1C(=CC(N(C1)C)=O)OC)N1CCC(CC1)CN1CCNCC1 5-(4-(4-(hydroxymethyl)heptan-4-yl)-2-(4-(piperazin-1-ylmethyl)piperidin-1-yl)quinazolin-6-yl)-4-methoxy-1-Methylpyridin-2(1H)-one